N'-[[5-(trifluoromethyl)-2-pyridyl]methyl]oxamide FC(C=1C=CC(=NC1)CNC(C(N)=O)=O)(F)F